6-bromo-5-fluoropyridinecarboxylic acid methyl ester COC(=O)C1=NC(=C(C=C1)F)Br